FC=1C=NC(=NC1)OC1CCNCC1 4-(5-fluoro-2-pyrimidyloxy)piperidine